(5-(tributylstannyl) thiazol-2-yl) carbamate C(N)(OC=1SC(=CN1)[Sn](CCCC)(CCCC)CCCC)=O